[Sn].[In].[Ga].[Au].O1CCN(CC1)C=1SC=2C(=NC(=C(C2)[N+](=O)[O-])N2CC(CCC2)O)N1 1-(2-morpholino-6-nitrothiazolo[4,5-b]pyridin-5-yl)piperidin-3-ol gold-gallium-indium-tin